FC1=C(C=CC=C1)N1C=NC(=C1)CO (1-(2-fluorophenyl)-1H-imidazol-4-yl)methanol